ClC1=C(C=C(C=C1)C1=NN=C(C2=CC=CC=C12)NC1CN(CCC1)C)F 4-(4-chloro-3-fluorophenyl)-N-(1-methylpiperidin-3-yl)phthalazin-1-amine